2-((((CIS)-4-phenylcyclohexyl)oxy)methyl)-2,5-dihydro-1H-pyrrole-1-carboxylate C1(=CC=CC=C1)[C@H]1CC[C@H](CC1)OCC1N(CC=C1)C(=O)[O-]